[N+](=O)([O-])C=1C=C(C=CC1NCC1CCOCC1)S(=O)(=O)NC(C1=CC=C(C=C1)C1CCC(CC1)N1C(CCC1)C1=C(C=CC=C1)OC1=CC=CC=C1)=O N-((3-nitro-4-(((tetrahydro-2H-pyran-4-yl)methyl)amino)phenyl)sulfonyl)-4-(4-(2-(2-phenoxyphenyl)pyrrolidin-1-yl)cyclohexyl)benzamide